CC1(NC(C2=CC=C(C=C12)C1=CNC2=NC=C(C=C21)NC(C2=CC(=NC=C2)N2CCNCC2)=O)=O)C N-(3-(3,3-dimethyl-1-oxoisoindolin-5-yl)-1H-pyrrolo[2,3-b]pyridin-5-yl)-2-(piperazin-1-yl)isonicotinamide